C(C=C)(=O)OCC1OCC1 acryloxymethyloxetane